COCOC1=C(C(=CC2=C1CCO2)C)B2OC(C(O2)(C)C)(C)C 2-(4-(methoxymethoxy)-6-methyl-2,3-dihydrobenzofuran-5-yl)-4,4,5,5-tetramethyl-1,3,2-dioxaborolane